ClC=1C(=C2CC(CC2=CC1)NC1=NC=C(C=N1)C(C(F)(F)F)N(C(=O)[C@@H]1CNC(CC1)=O)C)F (3S)-N-(1-(2-((5-Chloro-4-fluoro-2,3-dihydro-1H-inden-2-yl)amino)pyrimidin-5-yl)-2,2,2-trifluoroethyl)-N-methyl-6-oxopiperidine-3-carboxamide